ethyl 8-chloro-13-[(4-methoxyphenyl)methyl]-10-oxa-3,6,7,13-tetraazatricyclo[7.4.0.0^{2,6}]trideca-1(9),2,4,7-tetraene-5-carboxylate ClC1=NN2C(=CN=C2C=2N(CCOC12)CC1=CC=C(C=C1)OC)C(=O)OCC